(Z)-4-(cyclopentylamino)-N'-(2-ethyl-4-hydroxyphenyl)-6-phenylpyrrolo[1,2-b]pyridazine-3-carboximidamide C1(CCCC1)NC=1C=2N(N=CC1/C(/N)=N/C1=C(C=C(C=C1)O)CC)C=C(C2)C2=CC=CC=C2